7-(2-((3aR,3bR,4aS,5R,5aS)-5-(4-Amino-7H-pyrrolo[2,3-d]pyrimidin-7-yl)-2,2-dimethyltetrahydrocyclopropa[3,4]cyclopent[1,2-d][1,3]dioxol-3b(3aH)-yl)ethyl)-N-isopropylquinolin-2-amine NC=1C2=C(N=CN1)N(C=C2)[C@@H]2[C@@H]1[C@]([C@@H]3[C@H]2OC(O3)(C)C)(C1)CCC1=CC=C3C=CC(=NC3=C1)NC(C)C